tert-butyl (tert-butoxycarbonyl)((trans-3-(3-cyclopropyl-4-(1-(tetrahydro-2H-pyran-2-yl)-1H-pyrazolo[3,4-b]pyridin-6-yl)-1H-pyrazol-1-yl)cyclobutyl)methyl)carbamate C(C)(C)(C)OC(=O)N(C(OC(C)(C)C)=O)C[C@@H]1C[C@H](C1)N1N=C(C(=C1)C1=CC=C2C(=N1)N(N=C2)C2OCCCC2)C2CC2